FC=1C(=C(C=CC1F)[C@@H]1[C@H](O[C@@]([C@@H]1C)(C(F)(F)F)C)C(=O)NC=1C=NC(=CC1)[C@@H](CO)O)OC (2S,3R,4R,5S)-3-(3,4-difluoro-2-methoxyphenyl)-N-(6-((S)-1,2-dihydroxyethyl)pyridin-3-yl)-4,5-dimethyl-5-(trifluoromethyl)tetrahydrofuran-2-carboxamide